4-Fluoro-5-hydroxy-2H-spiro[benzofuran-3,1'-cyclopropane]-7-carboxylic acid methyl ester COC(=O)C1=CC(=C(C2=C1OCC21CC1)F)O